C[C@H]1C(NC=2C=NN(C2C=2C=CN=C([C@H](CCC1)NC(OCC1=CC=CC=C1)=O)C2)COCC[Si](C)(C)C)=O benzyl N-[(9R,13S)-9-methyl-8-oxo-3-{[2-(trimethylsilyl)ethoxy] methyl}-3,4,7,15-tetraazatricyclo[12.3.1.02,6]octadeca-1(18),2(6),4,14,16-pentaen-13-yl]carbamate